C1(CC1)CN1CCN(CC1)C1=C(C(=CC=C1)N)N 3-(4-(cyclopropylmethyl)piperazin-1-yl)benzene-1,2-diamine